[4-(6-Amino-pyridazin-3-yl)-piperidin-1-yl]-[4-(2-isopropoxy-pyrimidin-5-yl)-3-methoxy-phenyl]-methanone NC1=CC=C(N=N1)C1CCN(CC1)C(=O)C1=CC(=C(C=C1)C=1C=NC(=NC1)OC(C)C)OC